FC1=C(C(=CC(=C1)F)F)S(=O)(=O)N(COCC[Si](C)(C)C)C1=NOC=C1 2,4,6-trifluoro-N-(isoxazol-3-yl)-N-((2-(trimethylsilyl)ethoxy)methyl)benzenesulfonamide